CC1CN(CC(C1)C)C1=CC=C(N)C=C1 4-(3,5-dimethylpiperidin-1-yl)aniline